C(CCC)N1N=NN=C1C(CCC1=CC=CC=C1)N1CCN(CC1)C1=C(C=NC=C1Cl)Cl 1-(1-(1-butyl-1H-tetrazol-5-yl)-3-phenylpropyl)-4-(3,5-dichloropyridin-4-yl)piperazine